amyl-indene C(CCCC)C1C=CC2=CC=CC=C12